sulfanyl-sulfonamide SS(=O)(=O)N